3-[[3-ethyl-4-[3-fluoro-5-isobutyl-2-(2H-tetrazol-5-yl)-phenyl]piperazin-1-yl]methyl]pyridazine C(C)C1CN(CCN1C1=C(C(=CC(=C1)CC(C)C)F)C=1N=NNN1)CC=1N=NC=CC1